2-cyano-1-(2-(dimethylamino)-3-phenylpropyl)-3-phenethylguanidine C(#N)N=C(NCC(CC1=CC=CC=C1)N(C)C)NCCC1=CC=CC=C1